C(C1=CC=CC=C1)OC1=CC=CC(=N1)N1C(CCCC1)C(=O)OC methyl 1-(6-(benzyloxy)pyridin-2-yl)piperidine-2-carboxylate